3-fluoro-5-(((1R,2S,2aS)-1,2,3,3,4,4-hexafluoro-2a-hydroxy-2,2a,3,4-tetrahydro-1H-cyclopenta[cd]inden-7-yl)oxy)benzonitrile FC=1C=C(C#N)C=C(C1)OC1=CC=C2C=3[C@]([C@@H]([C@@H](C13)F)F)(C(C2(F)F)(F)F)O